BrC=1SC=2C(N[C@@H](CN3C2C1CC(C3)(F)F)CN3CCOCC3)=O (R)-2-bromo-4,4-difluoro-7-(morpholinomethyl)-4,5,7,8-tetrahydro-3H-1-thia-5a,8-diazabenzo[cd]azulen-9(6H)-one